Sulfur (IV) oxide S(=O)=O